tert-butyl 2-((1-(2-(1,3-dimethyl-1H-indazol-5-yl)-7-methyl-4-oxo-4H-pyrido[1,2-a]pyrimidin-9-yl)ethyl)amino)benzoate CN1N=C(C2=CC(=CC=C12)C=1N=C2N(C(C1)=O)C=C(C=C2C(C)NC2=C(C(=O)OC(C)(C)C)C=CC=C2)C)C